4-(4-bromo-2-(morpholinomethyl)phenyl)morpholine BrC1=CC(=C(C=C1)N1CCOCC1)CN1CCOCC1